pyrido[3,2-e]pyrimidin-5-one N1=CN=CC2=C1N=CCC2=O